C(#N)C1=CC=C(C=C1)C1=CC=C2C(=N1)SC(=N2)NC(C2=CN=C(C=C2C2=C(C=CC=C2)CO)C)=O N-(5-(4-cyanophenyl)thiazolo[5,4-b]pyridin-2-yl)-4-(2-(hydroxymethyl)phenyl)-6-methylnicotinamide